((S)-1-propenoyl-4-(6-(8-chloronaphthalen-1-yl)-2-(((S)-1-methylpyrrolidin-2-yl)methoxy)-6,7-dihydro-5H-pyrrolo[3,4-d]pyrimidin-4-yl)piperazin-2-yl)acetonitrile C(C=C)(=O)N1[C@H](CN(CC1)C=1C2=C(N=C(N1)OC[C@H]1N(CCC1)C)CN(C2)C2=CC=CC1=CC=CC(=C21)Cl)CC#N